(2-hydroxyethyl)[8-(nonyloxy)-8-oxooctyl]amino-octanoic acid, 1-octylnonyl ester OCCC(C(=O)OC(CCCCCCCC)CCCCCCCC)(CCCCCC)NCCCCCCCC(=O)OCCCCCCCCC